2-methoxycarbonyl-benzophenone COC(=O)C1=C(C(=O)C2=CC=CC=C2)C=CC=C1